(5-fluoro-2-pyridyl)-trimethyl-stannane FC=1C=CC(=NC1)[Sn](C)(C)C